C(C)[C@H]1CCC2=NN=C(N21)C2=CC=CC(=N2)N2CC=1C=NC(=CC1C2=O)N2[C@@H](CCC2)C 2-{6-[(5S)-5-ethyl-6,7-dihydro-5H-pyrrolo[2,1-c][1,2,4]triazol-3-yl]pyridin-2-yl}-6-[(2R)-2-methylpyrrolidin-1-yl]-2,3-dihydro-1H-pyrrolo[3,4-c]pyridin-1-one